6-fluoropyridine-3-carboxylic acid FC1=CC=C(C=N1)C(=O)O